4-METHYL-2-PROPAN-2-YL-PYRIDIN-3-CARBONITRIL CC1=C(C(=NC=C1)C(C)C)C#N